alpha-hexadecylnitrone C(CCCCCCCCCCCCCCC)C=[NH+][O-]